OC1(CCCC1)C1C(CCC1)=O 2-(1-hydroxycyclopentyl)-cyclopentanone